C(C)(C)(C)OC(=O)N1CCN(CC1)C1=CC=C(C=C1)C1=CC=2N(N=C1C)C(=CN2)C2=CC=NC1=C(C=CC=C21)C(=O)O 4-(7-(4-(4-(tert-butoxycarbonyl)piperazin-1-yl)phenyl)-6-methylimidazo[1,2-b]pyridazin-3-yl)quinoline-8-carboxylic acid